The molecule is a hydrochloride that is the monohydrochloride salt of retaspimycin. A semi-synthetic water-soluble analogue of geldanamycin used in cancer treatment. It has a role as a Hsp90 inhibitor and an antineoplastic agent. It contains a retaspimycin(1+). C[C@H]1C[C@@H]([C@@H]([C@H](/C=C(/[C@@H]([C@H](/C=C\\C=C(\\C(=O)NC2=CC(=C(C(=C2O)C1)NCC=C)O)/C)OC)OC(=O)N)\\C)C)O)OC.Cl